(E)-7'-(3-oxo-3-(4-(thiazol-2-ylmethyl)-5,6-dihydropyridin-1(2H)-yl)prop-1-en-1-yl)-4',5'-dihydrospiro[cyclopropane-1,3'-pyrido[2,3-e][1,4]diazepin]-2'(1'H)-one O=C(/C=C/C1=CC2=C(NC(C3(NC2)CC3)=O)N=C1)N1CC=C(CC1)CC=1SC=CN1